C(C)(C)(C)N1N=C(C(=C1C)O)C1=CC=C(C=C1)OC 1-(tert-Butyl)-3-(4-methoxyphenyl)-5-methyl-1H-pyrazole-4-ol